tert-Butyl ((R)-1-(((S)-1-(((2-aminopyridin-4-yl)methyl)amino)-1-oxopropan-2-yl)amino)-1-oxo-4-phenylbutan-2-yl)carbamate NC1=NC=CC(=C1)CNC([C@H](C)NC([C@@H](CCC1=CC=CC=C1)NC(OC(C)(C)C)=O)=O)=O